2-[2-fluoro-4-(2-methylpropyloxy)phenyl]Acetyl chloride FC1=C(C=CC(=C1)OCC(C)C)CC(=O)Cl